C(C=CC)(=O)N butenamide